N[C@H]1[C@@H](CCCC1)NC(=O)C=1C=2C[C@@H]3[C@H](C2N(N1)C1=C(C=C(C=C1)F)F)C3 (1aR,5aR)-2-(2,4-Difluoro-phenyl)-1a,2,5,5a-tetrahydro-1H-2,3-diaza-cyclopropa[a]pentalene-4-carboxylic acid ((1R,2R)-2-aminocyclohexyl)-amide